(3S)-3-({8-carbamoyl-6-[4-(1,1-difluoro-2-hydroxy-2-methylpropyloxy)phenyl]pyrido[3,2-d]pyrimidin-4-yl}amino)piperidine-1-carboxylic acid tert-butyl ester C(C)(C)(C)OC(=O)N1C[C@H](CCC1)NC=1C2=C(N=CN1)C(=CC(=N2)C2=CC=C(C=C2)OC(C(C)(C)O)(F)F)C(N)=O